N-[4-(2,2-difluoroethoxy)-2,5-difluorophenyl]-5-pyridin-2-yl-1H-pyrrole-3-sulfonamide FC(COC1=CC(=C(C=C1F)NS(=O)(=O)C1=CNC(=C1)C1=NC=CC=C1)F)F